4-{2-[(S)-amino(4,4-difluorocyclohexyl)methyl]Imidazo[1,2-b]Pyridazin-7-yl}-N-(2,2-di-Fluoropropyl)tetrahydropyran-4-carboxamide N[C@H](C=1N=C2N(N=CC(=C2)C2(CCOCC2)C(=O)NCC(C)(F)F)C1)C1CCC(CC1)(F)F